NC1=NC(=C(C#N)C=C1)C(C)(C)F 6-amino-2-(2-fluoropropan-2-yl)nicotinonitrile